(R)-4-benzyl-3-((S)-3-(benzyloxy)-2-(cyclohexylmethyl)propionyl)oxazolidin-2-one C(C1=CC=CC=C1)[C@H]1N(C(OC1)=O)C([C@H](COCC1=CC=CC=C1)CC1CCCCC1)=O